(5S,8S)-N-(2-chloro-6-methylbenzyl)-5-fluoro-8-hydroxy-5,6,7,8-tetra-hydroquinoline-5-carboxamide ClC1=C(CNC(=O)[C@]2(C=3C=CC=NC3[C@H](CC2)O)F)C(=CC=C1)C